phenyl-2,4,6-trimethylbenzoylphosphinic acid C1(=CC=CC=C1)P(O)(=O)C(C1=C(C=C(C=C1C)C)C)=O